C12CN(CC(CC1)N2)C=2OC1=C(N2)C(=CC=C1C1=NC=NS1)OC(C(C)(O)C)(F)F 1-((2-(3,8-diazabicyclo[3.2.1]octan-3-yl)-7-(1,2,4-thiadiazol-5-yl)benzo[d]oxazol-4-yl)oxy)-1,1-difluoro-2-methylpropan-2-ol